FC(C=1C=CC=2N(N1)C(=CN2)C2=CC(=NC=N2)N2C[C@H](OCC2)CNS(=O)(=O)C)F (S)-N-((4-(6-(6-(Difluoromethyl)imidazo[1,2-b]pyridazin-3-yl)pyrimidin-4-yl)morpholin-2-yl)methyl)methanesulfonamide